(R)-(-)-(1,1,3-trimethylindan-4-yl)-1-methyl-3-difluoromethylpyrazole-4-carboxamide CC1(C[C@H](C2=C(C=CC=C12)C1=C(C(=NN1C)C(F)F)C(=O)N)C)C